C(C)(C)C=1C=2N(C=CC1)N=C(C2)[C@H]2N(CCC1=C2N=CN1)C(=O)C=1OC(=NN1)C1=NN(C=C1)C(F)(F)F (S)-(4-(4-isopropylpyrazolo[1,5-a]pyridin-2-yl)-1,4,6,7-tetrahydro-5H-imidazo[4,5-c]pyridin-5-yl)(5-(1-(trifluoromethyl)-1H-pyrazol-3-yl)-1,3,4-oxadiazol-2-yl)methanone